(2-((3-(N-((5-(2-methoxypyridin-4-yl)-2,3-dihydro-1H-inden-4-yl)carbamoyl)sulfamoyl)-1H-pyrazol-1-yl)methyl)cyclopropyl)boronic acid COC1=NC=CC(=C1)C=1C(=C2CCCC2=CC1)NC(=O)NS(=O)(=O)C1=NN(C=C1)CC1C(C1)B(O)O